3-(trifluoromethyl)-coumarin FC(C=1C(OC2=CC=CC=C2C1)=O)(F)F